C(C1=CC=CC=C1)SC=1C2=C(N=C(N1)OC[C@]13CCCN3C[C@@H](C1)F)C(=C(N=C2)C2=CC=CC1=CC=C(C(=C21)Cl)F)F 4-(benzylthio)-7-(8-chloro-7-fluoronaphthalen-1-yl)-8-fluoro-2-(((2R,7aS)-2-fluorohexahydro-1H-pyrrolizin-7a-yl)methoxy)pyrido[4,3-d]pyrimidine